COC=1C=NC=CC1C1=C(C(=O)N)C=CC(=N1)C(F)(F)F (3-methoxypyridin-4-yl)-6-(trifluoromethyl)nicotinamide